FC=1C(=NC=C(C1)F)NS(=O)(=O)C1=CNC(=C1)C1=C(C=CC=C1)F N-(3,5-difluoro-2-pyridyl)-5-(2-fluorophenyl)-1H-pyrrole-3-sulfonamide